1-(tert-butyl) 4-methyl 4-(m-tolyl)piperidine-1,4-dicarboxylate C1(=CC(=CC=C1)C1(CCN(CC1)C(=O)OC(C)(C)C)C(=O)OC)C